N-(5-((2-(4,4-difluoropiperidin-1-yl)ethyl)carbamoyl)-2-methylpyridin-3-yl)-2-(1-(2-methoxyethyl)-1H-pyrazol-4-yl)pyrazolo[5,1-b]thiazole-7-carboxamide FC1(CCN(CC1)CCNC(=O)C=1C=C(C(=NC1)C)NC(=O)C=1C=NN2C1SC(=C2)C=2C=NN(C2)CCOC)F